C(CC(O)(C(=O)O)CC(=O)O)(=O)O.C(CCCCCCCCCCCCCCCCC)(=O)O.OCC(O)CO glycerol stearate monocitrate